methyl-dodecylxylene CC=1C(=C(C(=CC1)C)C)CCCCCCCCCCCC